C(C)OC(=O)C1(CCCCC1)CO 1-(hydroxymethyl)cyclohexanecarboxylic acid ethyl ester